NC=1C(=NC=CC1)S[C@H](C(=O)[O-])[C@@H](C1=CC=CC=C1)NC(=O)OC(C)(C)C (2S,3R)-2-[(3-amino-2-pyridyl)sulfanyl]-3-(tert-butoxycarbonylamino)-3-phenyl-propanoate